6-(2-(dimethylamino)benzoyl)amino-3-(dipropyl)aminomethyl-1,2,3,4-tetrahydro-9H-carbazole CN(C1=C(C(=O)NC=2C=C3C=4CC(CCC4NC3=CC2)CN(CCC)CCC)C=CC=C1)C